3-(((3-(dimethylamino)propoxy)carbonyl)oxy)-13-(octanoyloxy)tridecyl-7-hexyltridecanoate CN(CCCOC(=O)OC(CCOC(CCCCCC(CCCCCC)CCCCCC)=O)CCCCCCCCCCOC(CCCCCCC)=O)C